(R)-2-methyl-2-(3-(3-methyl-1H-pyrazol-5-yl)-5-(3-methylmorpholino)isothiazolo[4,5-b]pyridin-7-yl)propanoic acid CC(C(=O)O)(C)C1=C2C(=NC(=C1)N1[C@@H](COCC1)C)C(=NS2)C2=CC(=NN2)C